BrCCCN1C(C2=CC=CC=C2C1=O)=O 2-(3-bromopropyl)isoindoline-1,3-dione